octadeca-9,12,15-trienoate C(CCCCCCCC=CCC=CCC=CCC)(=O)[O-]